N-(8-amino-6-chloro-2,7-naphthyridin-3-yl)acetamide NC=1N=C(C=C2C=C(N=CC12)NC(C)=O)Cl